3-fluoro-4-cyano-benzaldehyde FC=1C=C(C=O)C=CC1C#N